2-Methoxy-2-methyl-1,3-dioxan COC1(OCCCO1)C